BrC=1C=C(C=CC1Cl)C1=CC(=C(C=C1)C#N)C#N 3'-bromo-4'-chloro-[1,1'-biphenyl]-3,4-dicarbonitrile